C(C1=CC=CC=C1)(=O)N1CC2=C(CC1)N=C(S2)NC(C2=CN=C(C=C2C2=C(C=CC=C2)OC)C)=O N-(5-benzoyl-4,5,6,7-tetrahydrothiazolo[5,4-c]pyridin-2-yl)-4-(2-methoxyphenyl)-6-methylnicotinamide